tert-butyl 7-(4-(methoxycarbonyl)phenyl)-4,5-dimethyl-1,4-diazepane-1-carboxylate COC(=O)C1=CC=C(C=C1)C1CC(N(CCN1C(=O)OC(C)(C)C)C)C